(S)-N-(5-(2-acetamidobenzo[d]thiazol-6-yl)-2-methoxyphenyl)-3-phenylisoxazolidine C(C)(=O)NC=1SC2=C(N1)C=CC(=C2)C=2C=CC(=C(C2)N2OCC[C@H]2C2=CC=CC=C2)OC